C(C)(C)(C)OC(=O)N1CC2=C(N=C(N=C2)NCC2=CC=CC=C2)CC1 (Benzylamino)-7,8-dihydropyrido[4,3-d]pyrimidine-6(5H)-carboxylic acid tert-butyl ester